C(C1=CC=CC=C1)=C1OC(C2=CC=C(C=C12)OC)=O 3-benzylidene-5-methoxyisobenzofuran-1(3H)-one